3-(4-(benzyloxy)phenyl)-1,1-dimethoxypropan-2-one C(C1=CC=CC=C1)OC1=CC=C(C=C1)CC(C(OC)OC)=O